3-(adamantan-1-yl)propanoic acid C12(CC3CC(CC(C1)C3)C2)CCC(=O)O